C(OC)(OCCCNC)=O methyl (3-(methylamino) propyl) carbonate